3,5-diamino-4H-1,2,4-triazolate NC1(NN=C(N1)N)C(=O)[O-]